2-{3-[(3S,4R)-4-amino-3-methylpiperidine-1-carbonyl]-5,6-dihydrocyclopenta[c]pyrazol-1(4H)-yl}-1-[4-(2,3-dimethylphenyl)piperazin-1-yl]ethan-1-one N[C@H]1[C@H](CN(CC1)C(=O)C=1C2=C(N(N1)CC(=O)N1CCN(CC1)C1=C(C(=CC=C1)C)C)CCC2)C